S(=O)(=O)(O)[O-].C(CCC)N1C=[N+](C=C1)C 1-Butyl-3-methylimidazolium hydrogensulfat